benzyl 4-(1-(4-(2,6-bis(benzyloxy)pyridin-3-yl)-2-fluorophenyl)pyrrolidin-3-yl)piperidine-1-carboxylate C(C1=CC=CC=C1)OC1=NC(=CC=C1C1=CC(=C(C=C1)N1CC(CC1)C1CCN(CC1)C(=O)OCC1=CC=CC=C1)F)OCC1=CC=CC=C1